N-[5-(4-aminophenyl)-2-[4-(1,1,2,2,2-pentafluoroethoxy)phenyl]-1,2,4-triazol-3-yl]acetamide NC1=CC=C(C=C1)C=1N=C(N(N1)C1=CC=C(C=C1)OC(C(F)(F)F)(F)F)NC(C)=O